N1CC(OCC1)CNC1=NC(=NC(=N1)NC1=CC=NC=C1)C1=CC=CC=C1 N2-(morpholin-2-ylmethyl)-6-phenyl-N4-(pyridin-4-yl)-1,3,5-triazine-2,4-diamine